N=1N=NN2N=CC3=C(C21)C=CN=C3 Pyrido[4,3-d]tetrazolo[1,5-b]pyridazine